2-(4-(5-((2-(2,4-Bis(trifluoromethyl)phenyl)-N-(4-fluorophenyl)acetamido)methyl)-1,3,4-oxadiazol-2-yl)-1H-pyrazol-1-yl)propanamide FC(C1=C(C=CC(=C1)C(F)(F)F)CC(=O)N(C1=CC=C(C=C1)F)CC1=NN=C(O1)C=1C=NN(C1)C(C(=O)N)C)(F)F